(2S)-2-{diphenyl[(trimethylsilyl)oxy]methyl}pyrrolidine C1(=CC=CC=C1)C([C@H]1NCCC1)(O[Si](C)(C)C)C1=CC=CC=C1